ClC1=CC=C(C=C1)[C@H]1CN(CC=2N1C(=NN2)C=2C=C1C(=NNC1=CC2)C)C (S)-5-(4-chlorophenyl)-7-methyl-3-(3-methyl-1H-indazol-5-yl)-5,6,7,8-tetrahydro-[1,2,4]triazolo[4,3-a]pyrazine